1-(2-chlorophenyl)-7-cyclopropyl-4-(isoxazol-4-ylamino)quinazolin-2(1H)-one ClC1=C(C=CC=C1)N1C(N=C(C2=CC=C(C=C12)C1CC1)NC=1C=NOC1)=O